C(C)(C)(C)OC(=O)N[C@H](C(=O)NCC1=CC=C(C=C1)C(=N)NC(OCC1=CC=CC=C1)=O)C benzyl (S)-((4-((2-((tert-butoxycarbonyl)amino)propanamido)methyl)phenyl)(imino)methyl)carbamate